OC(CC(=O)[O-])C 3-hydroxybutyrat